BrCC1=CC=C(C=C1)N1N=C(C=C1OCC)C(F)(F)F 1-(4-(bromomethyl)phenyl)-5-ethoxy-3-(trifluoromethyl)-1H-pyrazole